ClC=1C=CC2=C([C@@H](CO2)NC2=NC=C(C=N2)C(=O)NCCCCCCC(=O)NO)C1 (S)-2-((5-chloro-2,3-dihydrobenzofuran-3-yl)amino)-N-(7-(hydroxyamino)-7-oxoheptyl)pyrimidine-5-carboxamide